1-(2,6-Difluoro-4-(piperazin-1-yl)phenyl)dihydropyrimidine-2,4(1H,3H)-dione FC1=C(C(=CC(=C1)N1CCNCC1)F)N1C(NC(CC1)=O)=O